C(C(C)C)P(CCP(CC(C)C)CC(C)C)CC(C)C 1,2-bis(diisobutylphosphino)ethane